(2S,3S,4R,5R)-5-(6-(benzylamino)-2-(3-methoxyphenyl)-9H-purin-9-yl)-3,4-dihydroxy-N-Methyltetrahydrofuran-2-carboxamide C(C1=CC=CC=C1)NC1=C2N=CN(C2=NC(=N1)C1=CC(=CC=C1)OC)[C@H]1[C@@H]([C@@H]([C@H](O1)C(=O)NC)O)O